(7-((5,6-Dimethylpyridin-2-yl)oxy)-2-azaspiro[3.5]nonan-2-yl)((1s,3s)-3-hydroxy-3-methylcyclobutyl)methanon CC=1C=CC(=NC1C)OC1CCC2(CN(C2)C(=O)C2CC(C2)(C)O)CC1